COC(C(=C(C1=CC=CC=C1)C1=CC=CC=C1)C#N)=O methyl-2-cyano-3,3-diphenylacrylate